COC(C(C)C1=CC=C(OC2=NC=CC=C2C(=O)O)C=C1)=O 2-[4-(2-methoxy-1-methyl-2-oxoethyl)phenoxy]-3-picolinic acid